2-amino-2-methyl-ethanol NC(CO)C